COC1=CC=C2C3=C(C(OC2=C1)=O)C=C(C=C3)OC 3,8-Dimethoxy-6H-benzo[c]chromen-6-one